CN1N=CC(=C1)C1=CC=C2C(=N1)NC=C2C2=CC=1N(C=C2)N=CC1C(=O)N1CCOCC1 (5-(6-(1-methyl-1H-pyrazol-4-yl)-1H-pyrrolo[2,3-b]pyridin-3-yl)pyrazolo[1,5-a]pyridin-3-yl)(morpholino)methanone